C(C)(C)(C)OC(NCCCCNC)=O 4-(methylamino)butyl-carbamic acid tert-butyl ester